6,7-dimethyl-5,11-dihydro-10H-dibenzo[b,f]azepin-10-one CC1=C(C=CC=2C(CC3=C(NC21)C=CC=C3)=O)C